CC=1C(C=C(C(C1)=O)C(C)C)=O 2-methyl-5-propan-2-ylcyclohexa-2,5-diene-1,4-dione